C(C(C)C)C1=CC(=C(S1)S(=O)(=O)N)C1=CC=C(C=C1)CN1C(N(C2(CC2)C1=O)C)=O 5-isobutyl-3-(4-((4-methyl-5,7-dioxo-4,6-diazaspiro[2.4]heptan-6-yl)methyl)phenyl)thiophene-2-sulfonamide